ethyl 2-octylcycloprop-2-ene-1-carboxylate C(CCCCCCC)C=1C(C1)C(=O)OCC